methyl(7-toluenesulfonyl-7H-pyrrolo[2,3-d]pyrimidin-4-yl)-methanesulfonic acid CC(S(=O)(=O)O)C=1C2=C(N=CN1)N(C=C2)S(=O)(=O)CC2=CC=CC=C2